C(C)(C)(C)OC(N[C@@H](C[N+](=O)[O-])CCC1=CC=CC=C1)=O |r| racemic-(1-nitro-4-phenyl-butane-2-yl)carbamic acid tert-butyl ester